[Ca].C(C)(C)(C)[Si](OC(CCO)CCCCCCCCC)(C1=CC=CC=C1)C1=CC=CC=C1 3-{[tert-butyl-(diphenyl)silyl]oxy}dodecane-1-ol calcium